2-N-butyryl-6-O-(N-(L-glycyl)-L-valyl)-D-glucosamine hydrochloride Cl.C(CCC)(=O)N[C@H]1C(O)O[C@@H]([C@H]([C@@H]1O)O)COC([C@@H](NC(CN)=O)C(C)C)=O